N-(3-(2-fluorophenyl)-2-methylbutan-2-yl)-1,6-dimethyl-1H-pyrrolo[2,3-b]pyridine-5-carboxamide FC1=C(C=CC=C1)C(C(C)(C)NC(=O)C=1C=C2C(=NC1C)N(C=C2)C)C